(S)-6-(4-chlorophenyl)-N-(cyclopropyl-(4-fluorophenyl)methyl)-2-(1-methyl-1H-pyrazol-4-yl)-3-oxo-2,3-dihydropyridazine-4-carboxamide ClC1=CC=C(C=C1)C=1C=C(C(N(N1)C=1C=NN(C1)C)=O)C(=O)N[C@H](C1=CC=C(C=C1)F)C1CC1